CCC1=C(C(=C(C(=C1C=O)O)C)O)C The molecule is a dihydroxybenzaldehyde that is 2,4-dihydroxybenzaldehyde in which the hydrogens at positions 3, 5, and 6 have been replaced by methyl, methyl, and ethyl groups, respectively. It is a dihydroxybenzaldehyde and a polyketide.